NC1=NC=2C=C(C=CC2[C@H]2[C@@H]1C2)CC[C@@H]2[C@H]([C@H]([C@@H](C2)N2C=CC1=C2N=CN=C1N)O)O (1S,2R,3S,5R)-3-(2-((1aS,7bR)-2-amino-1a,7b-dihydro-1H-cyclopropa[c]quinolin-5-yl)-ethyl)-5-(4-amino-7H-pyrrolo[2,3-d]pyrimidin-7-yl)cyclopentane-1,2-diol